ClC=1C=CC2=C(N=C(S2)C2CC3(CC(C3)NC(=O)C=3OC(=CC3)C(C)(S(=O)(=O)C)C)C2)C1 N-[6-(5-chloro-1,3-benzothiazol-2-yl)spiro[3.3]heptan-2-yl]-5-(1-methyl-1-methylsulfonyl-ethyl)furan-2-carboxamide